4-(3-fluorophenyl)-1-(4-(3-fluorophenyl)-5-(isopropylthio)thiazol-2-yl)-3-methyl-1H-pyrazole-5-carboxylic acid FC=1C=C(C=CC1)C=1C(=NN(C1C(=O)O)C=1SC(=C(N1)C1=CC(=CC=C1)F)SC(C)C)C